5-((2,2-dimethyl-3,3-diphenyl-4,7,10-trioxa-3-siladodecan-12-yl)oxy)-1,3,4-thiadiazol-2-amine CC(C)([Si](OCCOCCOCCOC1=NN=C(S1)N)(C1=CC=CC=C1)C1=CC=CC=C1)C